[Si](C)(C)(C(C)(C)C)O[C@@H]1[C@H]([C@H](N(C1)C(=O)OC(C)(C)C)CC=1C=NC(=CC1)C1=CN=CO1)O tert-butyl (2R,3S,4S)-4-[(tert-butyldimethylsilyl)oxy]-3-hydroxy-2-{[6-(1,3-oxazol-5-yl)pyridin-3-yl]methyl}pyrrolidine-1-carboxylate